N1(C=2C(OCC1)=NC=1C(C2)=CCN1)C1=C(C(=O)N)C=CC=C1 (3,4-dihydro-2H-pyrrolo[3',2':5,6]pyrido[2,3-b][1,4]oxazin-1(7H)-yl)benzamide